1-((cyclohexanecarbonyl)oxy)ethyl 4-(((trans)-4-(4-(trifluoromethoxy)phenyl)cyclohexyl)oxy)-1H-1,2,3-triazole-5-carboxylate FC(OC1=CC=C(C=C1)[C@@H]1CC[C@H](CC1)OC=1N=NNC1C(=O)OC(C)OC(=O)C1CCCCC1)(F)F